N-(1-(4,4-difluorocyclohexyl)-6-oxo-1,6-dihydropyridin-3-yl)-4-((2-hydroxyethyl)sulfonamido)-2-(6-azaspiro[2.5]octan-6-yl)benzamide FC1(CCC(CC1)N1C=C(C=CC1=O)NC(C1=C(C=C(C=C1)NS(=O)(=O)CCO)N1CCC2(CC2)CC1)=O)F